4-(2-(tert-butylamino)-1-hydroxyethyl)-1-((2-(trimethylsilyl)ethoxy)methyl)-1H-pyrazolo[4,3-c]pyridine 5-oxide C(C)(C)(C)NCC(O)C1=[N+](C=CC2=C1C=NN2COCC[Si](C)(C)C)[O-]